O1C(=CC=C1)CN(C(CNC(C1=CC=C(C=C1)COC1=CC=C2C(=CC(OC2=C1)=O)C)=O)=O)C(N)=O N-[2-(2-furylmethyl-carbamoyl-amino)-2-oxo-ethyl]-4-[(4-methyl-2-oxo-chromen-7-yl)oxymethyl]benzamide